N-({5-[5-(difluoromethyl)-1,3,4-oxadiazol-2-yl]-1,3-thiazol-2-yl}methyl)-N-(6-methylpyridin-2-yl)ethane-1-sulfonamide FC(C1=NN=C(O1)C1=CN=C(S1)CN(S(=O)(=O)CC)C1=NC(=CC=C1)C)F